N1=NC=C(C=C1)C(=O)C1=CN=NC=C1 (pyridazin-4-yl)ketone